O1CCN(CC1)C(P(O)(=O)O)P(O)(=O)O morpholinomethanediphosphonic acid